cyclopropyl-(4-propan-2-yloxyphenyl)methanone C1(CC1)C(=O)C1=CC=C(C=C1)OC(C)C